1-ethyl-3-(4-chlorophenyl)-2-thiourea C(C)NC(=S)NC1=CC=C(C=C1)Cl